Nickel-Copper-Vanadium [V].[Cu].[Ni]